C(=O)(OC(C)(C)C)N1C[C@H](OCC1)CO (S)-4-Boc-2-(hydroxymethyl)morpholine